(R)-1-chloro-3-(2,6-dichloro-4-((4-((R)-2-hydroxy-3-(1H-imidazol-1-yl)propoxy)phenyl)sulfonyl)phenoxy)propan-2-ol ClC[C@@H](COC1=C(C=C(C=C1Cl)S(=O)(=O)C1=CC=C(C=C1)OC[C@@H](CN1C=NC=C1)O)Cl)O